3-((S)-1-((R)-1,1-dimethylethylsulfinamido)-3-ethoxy-3-oxopropyl)-2,4-difluoro-5-(trifluoromethyl)phenylboronic acid CC(C)(C)[S@@](=O)N[C@@H](CC(=O)OCC)C=1C(=C(C=C(C1F)C(F)(F)F)B(O)O)F